BrC1=NN(C2=C1C(=NC=C2)NCC2=C(C=C(C=C2)OC)OC)C2CCN(CC2)C(C(C)C)=O [4-(3-bromo-4-{[(2,4-dimethoxyphenyl)methyl]amino}-1H-pyrazolo[4,3-c]pyridin-1-yl)piperidin-1-yl]-2-methylpropan-1-one